(S)-5-(3-chloroprop-1-en-2-yl)-2-methylcyclohex-2-en-1-one ClCC(=C)[C@H]1CC=C(C(C1)=O)C